ClC1=CC=2C(C=3N=C(N=CC3C2C=C1)C(F)(F)F)=NO 7-chloro-2-(trifluoromethyl)-9H-indeno[2,1-d]pyrimidin-9-one oxime